CN1N=C(C=C1)CNC(C1=CC(=CC=C1)CNC1=NC=C(C2=C1CCO2)C2=CC=NC=C2)=O N-((1-Methyl-1H-pyrazol-3-yl)methyl)-3-(((7-(pyridin-4-yl)-2,3-dihydrofuro[3,2-c]pyridin-4-yl)amino)methyl)benzamid